2-((3-((4-chloro-1-methyl-1H-pyrazol-5-yl)methyl)-5-fluoro-1-thioxoisoindolin-2-yl)methyl)-5-oxa-7-azaspiro[3.4]octan-6-one ClC=1C=NN(C1CC1N(C(C2=CC=C(C=C12)F)=S)CC1CC2(C1)OC(NC2)=O)C